C1=CC=CC2=NC3=CC=CC=C3C(=C12)CCCCCC=1C2=CC=CC=C2N=C2C=CC=CC12 1,5-bis(9-acridinyl)pentane